CC1(OC[C@H](N1C(=O)OC(C)(C)C)[C@H](C(C)C)CC=O)C tert-Butyl (4R)-2,2-dimethyl-4-[(1S)-2-methyl-1-(2-oxoethyl)propyl]oxazolidine-3-carboxylate